CN(C(C)C(C)N(C)C)C 2,3-bis(dimethylamino)butane